C[Si](C)(C)CCC(=O)[O-].[Na+] The molecule is an organic sodium salt composed of sodium and 3-(trimethylsilyl)propionate ions in a 1:1 ratio. It is used as internal reference in the NMR spectrum nuclear magnetic resonance for aqueous solvents (e.g. D2O). It contains a 3-(trimethylsilyl)propionate.